Caprylic Acid Ethyl ester C(C)OC(CCCCCCC)=O